1H-pyrido[3,2,1-kl]phenoxazine C1C=CC=2C=CC=C3OC=4C=CC=CC4N1C23